C(C)OC(=O)C1=CC2=C(NC1=O)SC=C2.ClC2=CC=C(C=C2)C#CC2=C(C(=O)NCC(=O)N1C(CC(C1)(F)F)C#N)C=CN=C2 3-((4-chlorophenyl)ethynyl)-N-(2-(2-cyano-4,4-difluoropyrrolidin-1-yl)-2-oxoethyl)isonicotinamide ethyl-6-oxo-6,7-dihydrothieno[2,3-b]pyridine-5-carboxylate